(2-amino-5-bromophenyl)(3-methoxyphenyl)methanone NC1=C(C=C(C=C1)Br)C(=O)C1=CC(=CC=C1)OC